1-methyl-2,4-dioxo-2,4-dihydro-1H-3,1-benzoxazine-7-carboxylic acid CN1C(OC(C2=C1C=C(C=C2)C(=O)O)=O)=O